n-butylmonoethanol C(CCC)CCO